zinc-iron-vanadium [V].[Fe].[Zn]